2,4-difluoro-5-((4-oxo-3,4-dihydro-phthalazin-1-yl)methyl)benzoic acid FC1=C(C(=O)O)C=C(C(=C1)F)CC1=NNC(C2=CC=CC=C12)=O